(S)-N-(4-methyl-3-(4-((tetrahydrofuran-3-yl)oxy)-2',3',5',6'-tetrahydro-3H-spiro[benzo[b][1,4]oxazepin-2,4'-pyran]-8-yl)phenyl)-2-(trifluoromethyl)isonicotinamide CC1=C(C=C(C=C1)NC(C1=CC(=NC=C1)C(F)(F)F)=O)C=1C=CC2=C(OC3(CCOCC3)CC(=N2)O[C@@H]2COCC2)C1